COC=1N=C2C(=CC=NC2=CC1OC)OC1=CC=C(C=C1)NC(=O)C1=CN(C(=C(C1=O)C1=CC=C(C=C1)F)C)C=1C=NN(C1)C N-[4-[(6,7-dimethoxy-1,5-naphthyridin-4-yl)oxy]phenyl]-5-(4-fluorophenyl)-6-methyl-1-(1-methylpyrazol-4-yl)-4-oxopyridine-3-carboxamide